diphenyl-(O-ethylcarboxyethyl)phosphine C1(=CC=CC=C1)P(CCC(=O)OCC)C1=CC=CC=C1